N,N-dimethyl-4-(4-(3,4,5-trimethoxyphenyl)pyrimidin-5-yl)benzamide tert-butyl-(3S)-3-methyl-4-(oxetan-3-yl)piperazine-1-carboxylate C(C)(C)(C)OC(=O)N1C[C@@H](N(CC1)C1COC1)C.CN(C(C1=CC=C(C=C1)C=1C(=NC=NC1)C1=CC(=C(C(=C1)OC)OC)OC)=O)C